(3S,8aR)-7-[3-chloro-2-fluoro-6-(tetrazol-1-yl)phenyl]-3-[5-(2,3-dihydro-[1,4]dioxino[2,3-b]pyridin-8-yl)-1H-imidazol-2-yl]-2,3,8,8a-tetrahydro-1H-indolizin-5-one ClC=1C(=C(C(=CC1)N1N=NN=C1)C1=CC(N2[C@@H](CC[C@@H]2C1)C=1NC(=CN1)C1=C2C(=NC=C1)OCCO2)=O)F